ClC1=NC(=NC(=C1C#N)Cl)SC 4,6-dichloro-2-(methylthio)pyrimidine-5-carbonitrile